tert-butyl (4S)-5-amino-4-[4-[[4-[[3-(hydroxymethyl)morpholin-4-yl]methyl]phenyl]methoxy]-1-oxo-isoindolin-2-yl]-5-oxo-pent-anoate NC([C@H](CCC(=O)OC(C)(C)C)N1C(C2=CC=CC(=C2C1)OCC1=CC=C(C=C1)CN1C(COCC1)CO)=O)=O